Cl.N1CCC2(CC1)OC(C1=CC=CC=C1C2)=O Spiro[isochroman-3,4'-piperidin]-1-one hydrochloride